1-benzyl-6-(but-3-en-1-yl)-3-methylpyridin-2(1H)-one C(C1=CC=CC=C1)N1C(C(=CC=C1CCC=C)C)=O